C1(CC1)C1=CC(=C2C(=N1)ON=C2N2C(N1C(=C2)C([C@@H](C1)NS(=O)(=O)C)(F)F)=O)C1=C(C=CC=C1F)F N-{(6R)-2-[6-cyclopropyl-4-(2,6-difluorophenyl)[1,2]oxazolo[5,4-b]pyridin-3-yl]-7,7-difluoro-3-oxo-2,5,6,7-tetrahydro-3H-pyrrolo[1,2-c]imidazol-6-yl}methanesulfonamide